N1[C@H](CNCC1)CC#N 2-[(2S)-piperazine-2-yl]acetonitrile